calcium tetrafluoroborate F[B-](F)(F)F.[Ca+2].F[B-](F)(F)F